(S)-N-((3,3-difluorocyclobutyl)(4-fluorophenyl)methyl)-2-methylpropane-2-sulfinamide FC1(CC(C1)C(N[S@@](=O)C(C)(C)C)C1=CC=C(C=C1)F)F